ClC1=CC=C(C=C1)C(C)CCCC 2-(4-chlorophenyl)hexane